C(C)(=O)ONC(=N)C=1C=C(SC1)[C@@H](C)NC(=O)[C@H]1N(C[C@H](C1)C1CCCCC1)C(CNC(C1=CC=C(C=C1)OC1=CC=C(C=C1)F)=O)=O (2S,4R)-N-((R)-1-(4-(N-acetoxycarbamimidoyl)thiophen-2-yl)ethyl)-4-cyclohexyl-1-((4-(4-fluorophenoxy)benzoyl)glycyl)pyrrolidine-2-carboxamide